C(C1=CC=CC=C1)N1C2=NC=NC(=C2N=C1C=1C(=CC(=NC1)OCCN(C)C)C)OC1(CC1)C 2-((5-(9-benzyl-6-(1-methylcyclopropoxy)-9H-purin-8-yl)-4-methylpyridin-2-yl)oxy)-N,N-dimethylethan-1-amine